FC=1C(=NC=C(C1)C=O)C1=C2CCN(C2=CC=C1)C(=O)OC(C)(C)C Tert-butyl 4-(3-fluoro-5-formylpyridin-2-yl)indoline-1-carboxylate